The molecule is an amidobenzoic acid obtained by formal condensation of the carboxy group of [(4-methylbenzene-1-sulfonyl)oxy]acetic acid with the amino group of 4-amino-2-hydroxybenzoic acid. It has a role as a STAT3 inhibitor. It is a monohydroxybenzoic acid, a tosylate ester and an amidobenzoic acid. CC1=CC=C(C=C1)S(=O)(=O)OCC(=O)NC2=CC(=C(C=C2)C(=O)O)O